C[C@H]1N(CC12CCNCC2)C(C=C)=O (R)-1-(1-methyl-2,7-diazaspiro[3.5]nonan-2-yl)prop-2-en-1-one